2-(1,1-difluoroethyl)thiazole-5-sulfonyl chloride FC(C)(F)C=1SC(=CN1)S(=O)(=O)Cl